(4-chlorophenyl)-N-propyl-2-(pyridin-3-yl)pyrimidin-4-amine ClC1=CC=C(C=C1)C=1C(=NC(=NC1)C=1C=NC=CC1)NCCC